2-[3-(2-{2-[2,5-dioxo-3,4-bis(phenylsulfanyl)-2,5-dihydro-1H-pyrrol-1-yl]ethoxy}ethoxy)propanamido]acetamide O=C1N(C(C(=C1SC1=CC=CC=C1)SC1=CC=CC=C1)=O)CCOCCOCCC(=O)NCC(=O)N